(rac)-1-fluoro-4-iodo-6-oxabicyclo[3.2.1]octan-7-one FC12CCC(C(OC1=O)C2)I